4-amino-3-(3-cyano-4-((4-methylpyrimidin-2-yl)oxy)phenyl)-2-(4-methylacrylamidophenyl)thieno[3,2-c]pyridine-7-carboxamide NC1=NC=C(C2=C1C(=C(S2)C2=CC=C(C=C2)NC(C=CC)=O)C2=CC(=C(C=C2)OC2=NC=CC(=N2)C)C#N)C(=O)N